2-chloro-N-(4-(difluoromethyl)-6-methoxy-5-(1H-pyrazol-3-yl)pyridin-2-yl)-8,8-dimethyl-7,8-dihydro-6H-cyclopenta[e]pyrazolo[1,5-a]pyrimidine-6-carboxamide ClC1=NN2C(N=CC3=C2C(CC3C(=O)NC3=NC(=C(C(=C3)C(F)F)C3=NNC=C3)OC)(C)C)=C1